cyclopropyl-N-[(2-methoxyphenyl)methyl]-6-methyl-4-[(1-methylcyclopropyl)amino]furo[2,3-d]pyrimidine-5-carboxamide C1(CC1)C=1N=C(C2=C(N1)OC(=C2C(=O)NCC2=C(C=CC=C2)OC)C)NC2(CC2)C